1-(1-methylethyl)cyclopentanecarboxylic acid CC(C)C1(CCCC1)C(=O)O